8-(2-Chloroacetyl)-4-((5-(quinoxalin-6-yl)furan-2-yl)methyl)-1-thia-4,8-diazaspiro[4.5]decan-3-one ClCC(=O)N1CCC2(N(C(CS2)=O)CC=2OC(=CC2)C=2C=C3N=CC=NC3=CC2)CC1